C(C)(=O)O[C@H]1[C@@H](O[C@]([C@H]1OCC1=CC=CC=C1)(C#N)COCC1=CC=CC=C1)N1C(NC(C(=C1)F)=O)=O (2R,3R,4S,5R)-4-(benzyloxy)-5-((benzyloxy)methyl)-5-cyano-2-(5-fluoro-2,4-dioxo-3,4-dihydropyrimidin-1(2H)-yl)tetrahydrofuran-3-yl acetate